5-(6-(benzyloxy)-3-(cyclopentylidenemethyl)-2-fluorophenyl)-1,2,5-thiadiazolidin-3-one 1,1-dioxide C(C1=CC=CC=C1)OC1=CC=C(C(=C1N1CC(NS1(=O)=O)=O)F)C=C1CCCC1